O1C(CC2=C1C=CC=C2)C=2OC1=C(N2)C=C(C=C1)OCC1=NC=C(C=C1)OC 2-(2,3-Dihydro-1-benzofuran-2-yl)-5-[(5-methoxypyridin-2-yl)methoxy]-1,3-benzoxazole